The molecule is a 3-hydroxyacyl-CoA that results from the formal condensation of the thiol group of coenzyme A with the carboxy group of 3-hydroxypimelic acid. It has a role as a mouse metabolite. It is a 3-hydroxy fatty acyl-CoA and an omega-carboxyacyl-CoA. It derives from a pimeloyl-CoA. It is a conjugate acid of a 3-hydroxypimeloyl-CoA(5-). CC(C)(COP(=O)(O)OP(=O)(O)OC[C@@H]1[C@H]([C@H]([C@@H](O1)N2C=NC3=C(N=CN=C32)N)O)OP(=O)(O)O)[C@H](C(=O)NCCC(=O)NCCSC(=O)CC(CCCC(=O)O)O)O